4-(difluoromethoxy)-N-(1H-indazol-4-ylmethyl)benzamide FC(OC1=CC=C(C(=O)NCC2=C3C=NNC3=CC=C2)C=C1)F